C(C)C(C(=O)O)CC.C(C)(C)(C)OOC(C)(C)C tert-butyl peroxide (2-ethylbutyrate)